FC=1C(=C(C=CC1F)[C@@H]1[C@H](O[C@H]([C@H]1C)C)C(=O)NC1=CC(=NC=C1)C(=O)N)OC (2S,3R,4S,5S)-4-[[3-(3,4-difluoro-2-methoxy-phenyl)-4,5-dimethyl-tetrahydrofuran-2-carbonyl]amino]pyridine-2-carboxamide